C1(=CC=CC=C1)NC1=CC=C(C=C1)NC1(CC=C(C=C1)C)C N-phenyl-N'-(1,4-dimethylphenyl)-p-phenylenediamine